C(=C)C1=CC=C(C(C)(C)O)C=C1 4-vinyl-α,α-dimethyl-benzyl alcohol